(S)-4-((5-chloro-2-((7-(pyrrolidin-1-yl)-6,7,8,9-tetrahydro-5H-benzo[7]annulen-2-yl)amino)pyrimidin-4-yl)amino)-3-(dimethylphosphoryl)-N-methylbenzamide ClC=1C(=NC(=NC1)NC=1C=CC2=C(CC[C@H](CC2)N2CCCC2)C1)NC1=C(C=C(C(=O)NC)C=C1)P(=O)(C)C